8-((4-((tert-Butyldiphenylsilyl)oxy)butyl)amino)-1,15-bis(hexylthio)pentadecane-2,14-diyl bis(decanoate) C(CCCCCCCCC)(=O)OC(CSCCCCCC)CCCCCC(CCCCCC(CSCCCCCC)OC(CCCCCCCCC)=O)NCCCCO[Si](C1=CC=CC=C1)(C1=CC=CC=C1)C(C)(C)C